CC(C(=O)OCC(C)(C1=CC(=CC=C1)C(F)(F)F)NC(NC1=C(C(=CC=C1)CNC(N(C)OC)=O)N)=S)(C)C 2-({[2-amino-3-({[methoxy(methyl)carbamoyl]amino}methyl)phenyl]carbamothioyl}amino)-2-[3-(trifluoromethyl)phenyl]propyl 2,2-dimethylpropanoate